tributyl-4-vinyl-benzyl-phosphine C(CCC)C1=C(C(P)(CCCC)CCCC)C=CC(=C1)C=C